bromo-2-fluoro-3-methyl-1,1'-biphenyl BrC1=C(C(=C(C=C1)C1=CC=CC=C1)F)C